C(C)(C)(C)OC(=O)N1CCC(CC1)CCN1CCN(CC1)C 4-[2-(4-methylpiperazin-1-yl)ethyl]Piperidine-1-carboxylic acid tert-butyl ester